NC1=CC(=NC=N1)N(C1=CC(=C2N(C1=O)C1(NC2=O)CCCC1)Cl)C 6'-((6-aminopyrimidin-4-yl)(methyl)amino)-8'-chloro-2'H-spiro[cyclopentane-1,3'-imidazo[1,5-a]pyridine]-1',5'-dione